C(C)(C)C1(CC=CC=C1)C(C)C 6,6-di(isopropyl)-1,3-cyclohexadiene